2-phenyl-1-((S)-1-tritylpyrrolidin-2-yl)ethan-1-ol C1(=CC=CC=C1)CC(O)[C@H]1N(CCC1)C(C1=CC=CC=C1)(C1=CC=CC=C1)C1=CC=CC=C1